N1(CCCCCC1)C1=NC(=NC2=C(C(=CC=C12)N1CCCC2=CC=C(C=C12)O)F)OCC12CCCN2CCC1 1-(4-(azepan-1-yl)-8-fluoro-2-((tetrahydro-1H-pyrrolizin-7a(5H)-yl)methoxy)-quinazolin-7-yl)-1,2,3,4-tetrahydroquinolin-7-ol